C(CCCCCCCCCCCCCCCCCCC)(=O)O[C@@H]1[C@](O[C@H](C1)N1C2=NC(=NC(=C2N=C1)N)F)(CO[P@](=O)(OC1=CC=CC=C1)N[C@H](C(=O)OCCCCCCCC)CC1=CC=CC=C1)C#C (2R,3S,5R)-5-(6-Amino-2-fluoro-9H-purin-9-yl)-2-ethynyl-2-((((S)-(((S)-1-(octyloxy)-1-oxo-3-phenylpropan-2-yl)amino)(phenoxy)phosphoryl)oxy)methyl)tetrahydrofuran-3-yl icosanoate